(R)-2-amino-N-(1-(2-(1-adamantyl)-8-((1-methyl-1H-pyrazol-4-yl)ethynyl)-1-oxo-1,2-dihydroisoquinolin-3-yl)ethyl)pyrazolo[1,5-a]pyrimidine-3-carboxamide NC1=NN2C(N=CC=C2)=C1C(=O)N[C@H](C)C=1N(C(C2=C(C=CC=C2C1)C#CC=1C=NN(C1)C)=O)C12CC3CC(CC(C1)C3)C2